CN1C(C(CCC1=O)N1C(C2=CC=CC(=C2C1=O)OCCCCCCNC(OC(C)(C)C)=O)=O)=O tert-butyl (6-((2-(1-methyl-2,6-dioxopiperidin-3-yl)-1,3-dioxoisoindolin-4-yl)oxy)hexyl)carbamate